hexahydro-4-methoxy-N-[4-methyl-3-(4-methyl-2-oxazolyl)phenyl]-1H-azepine-1-carboxamide COC1CCN(CCC1)C(=O)NC1=CC(=C(C=C1)C)C=1OC=C(N1)C